CC1=C(C(=O)N[C@H](C)C2=CC(=NC3=CC=CC=C23)C=2C=NN(C2)C)C=C(C=C1)CCNS(=O)(=O)C (R)-2-methyl-N-(1-(2-(1-methyl-1H-pyrazol-4-yl)quinolin-4-yl)ethyl)-5-(methylsulfonamidoethyl)benzamide